(4S,6R)-6-(hydroxymethyl)azepan-4-ol OC[C@@H]1C[C@@H](CCNC1)O